[C@H](C)(CC)[C@@H]1N(CC2=C(NC1=O)C=C(C=N2)F)C(=O)N (S)-3-((S)-sec-butyl)-8-fluoro-2-oxo-1,2,3,5-tetrahydro-4H-pyrido[3,2-e][1,4]Diazepine-4-carboxamide